C(C)[Si](OC(C)=O)(OC(C)=O)OC(C)=O ethyl-triacetoxysilicon